Natrium Gluconate O=C([C@H](O)[C@@H](O)[C@H](O)[C@H](O)CO)[O-].[Na+]